C(C1=CC=CC=C1)N1C[C@@]2([C@H]([C@@H]2C1)C1=C(C=CC=C1)C)C |r| (rac)-(1R,5S,6R)-3-benzyl-1-methyl-6-(o-tolyl)-3-azabicyclo[3.1.0]Hexane